2,3,4-trichloro-benzotrifluoride ClC1=C(C=CC(=C1Cl)Cl)C(F)(F)F